NC1=C2N=CN(C2=NC(=N1)F)[C@H]1C[C@@H]([C@@](O1)(C#C)CO[P@@](=O)(OC1=CC=CC=C1)N[C@@H](C)C(=O)OCCCCCCCCCCCCCCCCCC)O Octadecyl ((R)-(((2R,3S,5R)-5-(6-amino-2-fluoro-9H-purin-9-yl)-2-ethynyl-3-hydroxytetrahydrofuran-2-yl) methoxy)(phenoxy)phosphoryl)-L-alaninate